C[C@@H]1CN=C2N1C1=CC=C(C=C1C(N2C2(CC2)C=2C=NN(C2)C)=O)S(=O)(=O)NC2(CC2)C (R)-1-methyl-4-(1-(1-methyl-1H-pyrazol-4-yl)cyclopropyl)-N-(1-methylcyclopropyl)-5-oxo-1,2,4,5-tetrahydroimidazo[1,2-a]quinazoline-7-sulfonamide